BrC1=CC(=C(C=C1)P(C)(C)=O)CO (4-bromo-2-(hydroxymethyl)phenyl)dimethylphosphine oxide